COC([C@H](CC1=CC=C(C=C1)OCC1=CC=CC=C1)NC(CC1CCN(CC1)C(CCC1=C(C=CC=C1)C)=O)=O)=O.COC1=NC=CC2=C(C=CC=C12)OC 1,5-Dimethoxyisoquinoline Methyl-(S)-3-(4-(benzyloxy)phenyl)-2-(2-(1-(3-(o-tolyl)propanoyl)piperidin-4-yl)acetamido)propanoate